C(C)OC(=O)C=1C(=NN2C1O[C@@H](CC2)C)C2CCN(CC2)S(=O)(=O)C (5R)-5-methyl-2-(1-methylsulfonylpiperidin-4-yl)-6,7-dihydro-5H-pyrazolo[5,1-b][1,3]oxazine-3-carboxylic acid ethyl ester